3-(aminomethyl)-3-(((benzyloxy)carbonyl)amino)azetidine-1-carboxylic acid tert-butyl ester C(C)(C)(C)OC(=O)N1CC(C1)(NC(=O)OCC1=CC=CC=C1)CN